5-chloro-4-[1-(4-methylthiazole-5-carbonyl)-4-piperidinyl]-2-(4-methylthiazol-5-yl)-1H-pyrimidin-6-one ClC1=C(N=C(NC1=O)C1=C(N=CS1)C)C1CCN(CC1)C(=O)C1=C(N=CS1)C